[Si](C)(C)(C(C)(C)C)OC=1C(=C(C=CC1)C=1N=C(C(=NC1)NC(C(=O)O)=CC=1OC=CC1)CC1=CC(=CC=C1)C)F 2-((5-(3-((tert-butyldimethylsilyl)oxy)-2-fluorophenyl)-3-(3-methylbenzyl)pyrazin-2-yl)amino)-3-(furan-2-yl)acrylic acid